CC1(C(N(CC1)C1=NC=CC(=N1)N1CCC(CC1)C(=O)N1OCC[C@H]1C=1C=NC(=CC1)C)=O)C 3,3-dimethyl-1-[4-[4-[(3S)-3-(6-methylpyridin-3-yl)-1,2-oxazolidine-2-carbonyl]piperidin-1-yl]pyrimidin-2-yl]pyrrolidin-2-one